((4S,5S)-5-(2,6-dichlorophenyl)-2-phenyl-1,3-dioxolan-4-yl)methyl sulfamate S(N)(OC[C@@H]1OC(O[C@H]1C1=C(C=CC=C1Cl)Cl)C1=CC=CC=C1)(=O)=O